1-((2,2-dimethyl-pyrrolidin-1-yl)methyl)cyclopropanecarboxylic acid CC1(N(CCC1)CC1(CC1)C(=O)O)C